NC1CCC(CC1)N(C(=O)NCC1=CC=CC=C1)C1=CC=C(C=C1)Br 1-((1r,4r)-4-aminocyclohexyl)-3-benzyl-1-(4-bromophenyl)urea